(R)-1-(2-chlorophenyl)-2-oxocyclohexylmethyl carbamate C(N)(OC[C@]1(C(CCCC1)=O)C1=C(C=CC=C1)Cl)=O